FC1(C(C1)C1=CC=CC(=N1)C(=O)NC=1C(=C(C=2N(C1)C=C(N2)C2CCN(CC2)CC2(CNC2)CO)F)C(C)(C)O)F 6-(2,2-difluorocyclopropyl)-N-(8-fluoro-2-(1-((3-(hydroxymethyl)azetidin-3-yl)methyl)piperidin-4-yl)-7-(2-hydroxypropan-2-yl)imidazo(1,2-a)pyridin-6-yl)picolinamide